3-[2-(1-benzylpiperidin-4-yl)ethyl]-1-[1-(3-cyanophenyl)piperidin-4-yl]urea C(C1=CC=CC=C1)N1CCC(CC1)CCNC(NC1CCN(CC1)C1=CC(=CC=C1)C#N)=O